perfluorophenyl (S)-4-(4-chlorophenyl)-6-(2-methoxy-2-oxoethyl)-3,9-dimethyl-6H-thieno[3,2-f][1,2,4]triazolo[4,3-a][1,4]diazepine-2-carboxylate ClC1=CC=C(C=C1)C1=N[C@H](C=2N(C3=C1C(=C(S3)C(=O)OC3=C(C(=C(C(=C3F)F)F)F)F)C)C(=NN2)C)CC(=O)OC